Tert-butyl (cyclobutylmethyl)((2-((4-(6-(dimethylamino)-1-(tetrahydro-2H-pyran-2-yl)-1H-indazol-4-yl)-1H-1,2,3-triazol-1-yl)methyl)imidazo[1,2-a]pyridin-6-yl)methyl)carbamate C1(CCC1)CN(C(OC(C)(C)C)=O)CC=1C=CC=2N(C1)C=C(N2)CN2N=NC(=C2)C2=C1C=NN(C1=CC(=C2)N(C)C)C2OCCCC2